O-benzyl-N-(pent-4-enoyl)-L-serine C(C1=CC=CC=C1)OC[C@H](NC(CCC=C)=O)C(=O)O